phosphophenanthrene C1=CC=C2C(=C1)C=CC3=C2C=CC=C3[P+](=O)[O-]